(S)-(6-(3-methyl-1H-pyrrolo[2,3-b]pyridin-5-yl)-8-(pyrrolidin-2-yl)-3,4-Dihydroisoquinolin-2(1H)-yl)(4-methylpyrimidin-5-yl)methanone CC1=CNC2=NC=C(C=C21)C=2C=C1CCN(CC1=C(C2)[C@H]2NCCC2)C(=O)C=2C(=NC=NC2)C